5-(4,4,5,5-tetramethyl-1,3,2-dioxaborolan-2-yl)-1,2,3,4-tetrahydronaphthalen-2-ol CC1(OB(OC1(C)C)C1=C2CCC(CC2=CC=C1)O)C